tert-butyl(4-(1,3-dioxoisoindolin-2-yl)-2-methylbutan-2-yl) carbamate C(N)(OC(CC(C)(C)C)(CCN1C(C2=CC=CC=C2C1=O)=O)C)=O